3-[(2,5-difluorobenzyl)sulfanyl]-5-(2-methoxyethyl)[1,2,4]triazolo[4,3-a]pyrimidin-7(8H)-one FC1=C(CSC2=NN=C3N2C(=CC(N3)=O)CCOC)C=C(C=C1)F